1-(pyrimidin-5-yl)propan-1-one N1=CN=CC(=C1)C(CC)=O